2-hydroxy-6-methoxy-4-[7-(1-methylpyrazol-4-yl)imidazo[1,2-a]pyridin-3-yl]-N-(2,2,2-trifluoroethyl)benzamide OC1=C(C(=O)NCC(F)(F)F)C(=CC(=C1)C1=CN=C2N1C=CC(=C2)C=2C=NN(C2)C)OC